Methyl-3-((3-(cyclopropylcarbamoyl)benzyl)oxy)-5-(3-(3-(4-methylpiperazin-1-yl)propyl)ureido)isothiazole CC=1C(=NSC1NC(=O)NCCCN1CCN(CC1)C)OCC1=CC(=CC=C1)C(NC1CC1)=O